OC1=C(C=CC(=C1)C(F)(F)F)C1=C2C(=C(N=N1)NC1C(C(CCC1)O)O)C=NC=C2 3-((1-(2-hydroxy-4-(trifluoromethyl)phenyl)pyrido[3,4-d]pyridazin-4-yl)amino)cyclohexane-1,2-diol